1-(4-boranylbenzyl)pyridin-1-ium BC1=CC=C(C[N+]2=CC=CC=C2)C=C1